C1=CC=CC=2C3=CC=CC=C3C(C12)COC(=O)N[C@H](C(=O)O)CC=1C=NC=CC1C#N (S)-2-((((9H-fluoren-9-yl)methoxy)carbonyl)amino)-3-(4-cyanopyridin-3-yl)propionic acid